C(C=C)(=O)NC1=NC2=CC(=CC(=C2C=C1)N1CCN(CC1)C(=O)N(C)C)S(NC1(CC1)C)(=O)=O 4-(2-acrylamido-7-(N-(1-methylcyclopropyl)sulfamoyl)quinolin-5-yl)-N,N-dimethylpiperazine-1-carboxamide